C(C)N(CC)C(C)O (N,N-diethylamino)ethanol